BrC=1C=C(C=CC1)C1(CC(C1)(O)CCCO)C1=NN=CN1C (1s,3r)-3-(3-bromophenyl)-1-(3-hydroxypropyl)-3-(4-methyl-4H-1,2,4-triazol-3-yl)cyclobutan-1-ol